3-{4-[4-amino-3-hydroxypiperidin-1-yl]-3-(3-fluoro-5-methylphenyl)quinolin-6-yl}-5-fluoro-2-hydroxybenzonitrile NC1C(CN(CC1)C1=C(C=NC2=CC=C(C=C12)C=1C(=C(C#N)C=C(C1)F)O)C1=CC(=CC(=C1)C)F)O